N-[[2-[[(3-fluoro-1-bicyclo[1.1.1]pentyl)methylamino]methyl]-1H-indol-6-yl]methyl]-4-oxo-pyrido[1,2-a]pyrimidine-2-carboxamide FC12CC(C1)(C2)CNCC=2NC1=CC(=CC=C1C2)CNC(=O)C=2N=C1N(C(C2)=O)C=CC=C1